FC(OC=1C=CC(=NC1)C1=CC(=C(N1)C)C(=O)O)F 5-(5-(difluoromethoxy)pyridin-2-yl)-2-methyl-1H-pyrrole-3-carboxylic acid